(S)-N-(5-chloro-2,4-difluorophenyl)-4,4-difluoro-N-methyl-5-oxopyrrolidine-2-carboxamide ClC=1C(=CC(=C(C1)N(C(=O)[C@H]1NC(C(C1)(F)F)=O)C)F)F